(7S)-4-chloro-7-[(3aR,6R,6aR)-2,2-dimethyl-6-[(1S,4R)-6-chloro-4-fluoro-isochroman-1-yl]-3a,4,6,6a-tetrahydrofuro[3,4-d][1,3]dioxol-4-yl]pyrrolo[2,3-d]pyrimidine ClC=1C2=C(N=CN1)N(C=C2)C2O[C@@H]([C@H]1OC(O[C@H]12)(C)C)[C@H]1OC[C@@H](C2=CC(=CC=C12)Cl)F